S1CC=CC=C1 1-thiabenzene